C(CCCCC)C(CC(C(=O)O)CNC([C@@H](C(CO)(C)C)O)=O)CCCCCCCC.O[C@@H](C(=O)NCCC(=O)OCC(CCCCCCCC)CCCCCC)C(CO)(C)C 2-Hexyldecyl 3-((R)-2,4-dihydroxy-3,3-dimethylbutanamido)propanoate [2-Hexyldecyl 3-((R)-2,4-dihydroxy-3,3-dimethylbutanamido) propanoate]